[1-[3-[[(3R,4R)-4-[4-Chloro-2-(5-fluoro-2-pyridyl)-1H-imidazol-5-yl]-3-methyl-1-piperidyl]sulfonyl]propanoyl]-3-methyl-azetidin-3-yl] methyl carbonate C(OC1(CN(C1)C(CCS(=O)(=O)N1C[C@@H]([C@@H](CC1)C1=C(N=C(N1)C1=NC=C(C=C1)F)Cl)C)=O)C)(OC)=O